FC1(CCC(CC1)CNCC1=C2C(=NC(=C1)C(=O)OC)C(CO2)(C)C)F methyl 7-({[(4,4-difluorocyclohexyl) methyl] amino} methyl)-3,3-dimethyl-2H-furo[3,2-b]pyridine-5-carboxylate